O=C(N[C@H](C(NCC(O)=O)=O)CSSC[C@H](NC(CC[C@H](N)C(O)=O)=O)C(NCC(O)=O)=O)CC[C@H](N)C(O)=O glutathione disulfide